ClC=1N=C2C(=NC1)NC=C2C2=NC(=C(C(=N2)N[C@@H]2[C@H](C1CCC2CC1)C(=O)OCC)F)C1=CC=NO1 (2S,3S)-ethyl 3-((2-(2-chloro-5H-pyrrolo[2,3-b]pyrazin-7-yl)-5-fluoro-6-(isoxazol-5-yl) pyrimidin-4-yl)amino)bicyclo[2.2.2]octane-2-carboxylate